NC1=C(C(=NC=2N1N=C(C2C)C)NCCC2=NN(C=C2)C2C(CC2)CO)C#N (+-)-7-amino-5-((2-(1-(2-(hydroxymethyl)cyclobutyl)-1H-pyrazol-3-yl)ethyl)amino)-2,3-dimethylpyrazolo[1,5-a]pyrimidine-6-carbonitrile